Methanesulfonic acid (R)-5-((tert-butoxycarbonyl) amino)-6-((S)-2-(((3-chloro-1H-indol-5-yl) methyl) carbamoyl) azetidin-1-yl)-6-oxohexyl ester C(C)(C)(C)OC(=O)N[C@H](CCCCOS(=O)(=O)C)C(=O)N1[C@@H](CC1)C(NCC=1C=C2C(=CNC2=CC1)Cl)=O